ClC1=C(C=CC(=C1)[N+](=O)[O-])N1CCC(CC1)CNC(OC(C)(C)C)=O tert-butyl ((1-(2-chloro-4-nitrophenyl)piperidin-4-yl)methyl)carbamate